FC1=NC(=C2N=CN(C2=N1)C1OCCCC1)NCC1=CC(=CC=C1)O Fluoro-6-[(3-hydroxybenzyl)amino]-9-(tetrahydro-2H-pyran-2-yl)-9H-purine